(3S)-N-{1-[2-cyano-4-(trifluoromethyl)phenyl]-4-{2'-ethoxy-[2,3'-bipyridin]-5-yl}piperidin-4-yl}pyrrolidine-3-carboxamide C(#N)C1=C(C=CC(=C1)C(F)(F)F)N1CCC(CC1)(C=1C=CC(=NC1)C=1C(=NC=CC1)OCC)NC(=O)[C@@H]1CNCC1